(2,2-difluoroethyl)-1-p-toluenesulfonyl-2,3-dihydroquinolin-4-one FC(CC1N(C2=CC=CC=C2C(C1)=O)S(=O)(=O)C1=CC=C(C)C=C1)F